C1=CC(=C(C=C1[N+](=O)[O-])Cl)NS(=O)(=O)C2=CC(=C(C=C2)Cl)C(F)(F)F The molecule is a sulfonamide resulting from the formal condensation 4-chloro-3-(trifluoromethyl)benzenesulfonic acid with 2-chloro-4-nitroaniline. A fungicide, it is used to control Plasmodiophora brassicae in brassicas and Polymyxa betae in sugarbeet. It has a role as an antifungal agrochemical. It is a sulfonamide, a C-nitro compound, a member of (trifluoromethyl)benzenes, a member of monochlorobenzenes and a sulfonanilide fungicide.